tert-Butyl cis-4-[3-(cyanomethylene)azetidin-1-yl]-3-methoxypiperidine-1-carboxylate C(#N)C=C1CN(C1)[C@@H]1[C@@H](CN(CC1)C(=O)OC(C)(C)C)OC